C1C=C(N2[C@H]1CC2=O)C(=O)[O-] The molecule is a monocarboxylic acid anion that is the conjugate base of (5R)-carbapenem-3-carboxylic acid, obtained by deprotonation of the carboxy group. It is a conjugate base of a 1-carbapenem-3-carboxylic acid.